C(C)(C)(C)C=1C=CC(=NC1)C(=O)NCC1=C(C=C(C=C1)C1=NC(=NC=C1)NC=1C=NN(C1)C)C 5-(tert-butyl)-N-(2-methyl-4-(2-((1-methyl-1H-pyrazol-4-yl)amino)pyrimidin-4-yl)benzyl)pyridinecarboxamide